4-bromo-5-(3-cyclopropylphenoxy)-3-methoxy-pyridazine BrC1=C(N=NC=C1OC1=CC(=CC=C1)C1CC1)OC